2-(7-chloro-2-formyl-4-oxofuro[2,3-d]pyridazin-5(4H)-yl)-N-(2,2-difluorobenzo[d][1,3]dioxol-5-yl)-N-methylacetamide ClC1=NN(C(C2=C1OC(=C2)C=O)=O)CC(=O)N(C)C2=CC1=C(OC(O1)(F)F)C=C2